C(C)(C)(C)C1=C(C(=NC=C1)C1=NC=CC=C1)C(C)(C)C di-t-butyl-2,2'-bipyridine